ON1[C@@H](CCC1)C(=O)O N-Hydroxy-Prolin